C1=CC=CC=2C3=CC=CC=C3C(C12)COC(=O)N[C@@H](C)C(=O)N[C@@H](C)C(=O)N[C@@H](C)C(=O)ON1C(CCC1=O)=O 2,5-dioxopyrrolidin-1-yl (((9H-fluoren-9-yl)methoxy)carbonyl)-L-alanyl-L-alanyl-L-alaninate